CC1=CC=C(C=C1)NC1=C(C#N)C=CC=C1 (4-methylphenyl)aminobenzonitrile